C(#N)C=1C=C(C=NC1)COC1=C(C=2CCCC2C(=C1)OCC=1C(=C(C=CC1)C1=CC=CC=C1)C)C(=O)O 5-[(5-cyanopyridin-3-yl)methoxy]-7-({2-methyl-[1,1'-biphenyl]-3-yl}methoxy)-2,3-dihydro-1H-indene-4-carboxylic acid